di(propylamino)phenol C(CC)NC=1C(=C(C=CC1)O)NCCC